6-(6-ethoxypyridin-3-yl)-N-((2-fluoro-5-methoxypyridin-3-yl)methoxy)pyrazine-2-carboxamide C(C)OC1=CC=C(C=N1)C1=CN=CC(=N1)C(=O)NOCC=1C(=NC=C(C1)OC)F